CCCC(C=CCC)O 5-octen-4-ol